C(C)(=O)O[C@H](C[C@H](C(C)C)N(C([C@H]([C@H](CC)C)NC(=O)[C@@H]1N(CCCC1)C(=O)OC(C)(C)C)=O)OCCCCC)C=1SC=C(N1)C(=O)O 2-[(1R,3R)-1-(Acetyloxy)-3-[(2S,3S)-2-{[(2R)-1-[(tert-butoxy)carbonyl]piperidin-2-yl]formamido}-3-methyl-N-(pentyloxy)pentanamido]-4-methylpentyl]-1,3-thiazole-4-carboxylic acid